CN1CCN(CC1)C(=O)O[C@H]1/C=C/[C@@H]([C@H](OC(C[C@@H](CC[C@@H]1C)O)=O)/C(=C/C1=CC(=C(C=C1)C)S(=O)(=O)N1CCCC1)/C)C [(2S,3S,4E,6R,7S,10R)-10-hydroxy-3,7-dimethyl-2-[(E)-1-(4-methyl-3-pyrrolidin-1-ylsulfonylphenyl)prop-1-en-2-yl]-12-oxo-1-oxacyclododec-4-en-6-yl] 4-methylpiperazine-1-carboxylate